ClC1=C(C=CC=C1OC)C(=O)N1C[C@H]2CO[C@@H](CN2CC1)C1=NC=C(C(=C1)C(F)F)F (2-chloro-3-methoxy-phenyl)-[(3S,9aS)-3-[4-(difluoromethyl)-5-fluoro-2-pyridyl]-3,4,6,7,9,9a-hexahydro-1H-pyrazino[2,1-c][1,4]oxazin-8-yl]methanone